(2S,3S,4R,5R)-5-(4-amino-5-fluoro-7H-pyrrolo[2,3-d]pyrimidin-7-yl)-4-ethynyl-2-fluoro-2-(hydroxymethyl)tetrahydrofuran-3,4-diol NC=1C2=C(N=CN1)N(C=C2F)[C@H]2[C@@]([C@@H]([C@](O2)(CO)F)O)(O)C#C